1,3,5-triazin-2,4,6-tri-amine N1=C(N=C(N=C1N)N)N